triuranium disilicate [Si]([O-])([O-])([O-])[O-].[Si]([O-])([O-])([O-])[O-].[U+6].[U+6].[U+6]